NC=1N=C(N(C(C1)=C=O)C)N1CCC2([C@@H]([C@@H](OC2)C)N[S@](=O)C(C)(C)C)CC1 (R)-N-((3S,4S)-8-(4-amino-1-methyl-6-carbonyl-1,6-dihydropyrimidin-2-yl)-3-methyl-2-oxa-8-azaspiro[4.5]decan-4-yl)-2-methylpropane-2-sulfinamide